2-(4-(trifluoromethyl)pyridin-2-yl)acetic acid FC(C1=CC(=NC=C1)CC(=O)O)(F)F